N-[5-(5-Cyclobutyl-4H-1,2,4-triazol-3-yl)-2-methylphenyl]pyrazolo[1,5-a]pyridine-3-carboxamide C1(CCC1)C=1NC(=NN1)C=1C=CC(=C(C1)NC(=O)C=1C=NN2C1C=CC=C2)C